N-(4-amino-1H-pyrazolo[4,3-c]pyridin-7-yl)-2-oxo-2-[rac-(2R,5S)-2-(6-isoquinolyl)-5-methyl-1-piperidyl]acetamide NC1=NC=C(C2=C1C=NN2)NC(C(N2[C@H](CC[C@@H](C2)C)C=2C=C1C=CN=CC1=CC2)=O)=O |r|